FC(C[C@H](C(=O)NC1=NC=CC(=C1)C1=C(C=2C(N(C=CC2N1)C)=O)C1=CC=CC=C1)C1=CC=C(C=C1)F)F (2S)-4,4-difluoro-2-(4-fluorophenyl)-N-[4-(5-methyl-4-oxo-3-phenyl-4,5-dihydro-1H-pyrrolo[3,2-c]pyridin-2-yl)pyridin-2-yl]butanamide